3-chloro-6-fluoro-5-isopropyl-8-((2R,3S)-2-methyl-3-((methanesulfonyl)methyl)azetidin-1-yl)isoquinoline ClC=1N=CC2=C(C=C(C(=C2C1)C(C)C)F)N1[C@@H]([C@H](C1)CS(=O)(=O)C)C